[Li].[Cu].FC1=C(C(=C(C(=C1C(=O)O)F)F)C(=O)O)F Tetrafluoroterephthalic acid copper lithium